N-(3-{[(2R,4R)-6-chloro-4-hydroxy-3,4-dihydro-2H-1-benzopyran-2-carbonyl]amino}bicyclo[1.1.1]pent-1-yl)-1-[6-(trifluoromethyl)pyridin-3-yl]-1H-pyrazole-4-carboxamide ClC=1C=CC2=C([C@@H](C[C@@H](O2)C(=O)NC23CC(C2)(C3)NC(=O)C=3C=NN(C3)C=3C=NC(=CC3)C(F)(F)F)O)C1